O=C1C2CCC(C=3OC(=CC31)S(=O)(=O)N)C2 4-oxo-5,6,7,8-tetrahydro-4H-5,8-methano-cyclohepta[b]furan-2-sulfonamide